(S)-1-[3-(1H-indazole-1-yl)pyridine-2-yl]-2-(6-fluoropyridine-2-yl)ethan-1-amine hydrochloride Cl.N1(N=CC2=CC=CC=C12)C=1C(=NC=CC1)[C@H](CC1=NC(=CC=C1)F)N